N1=CC=C(C=C1)C1=CC=C(C=C1)CCN 2-(4-(pyridin-4-yl)phenyl)ethylamine